FC1=CC2=C(OC3(CC3)C(N2)=O)C(=C1C1=CC=NN1C)C#N 6-fluoro-7-(1-methyl-1H-pyrazol-5-yl)-3-oxo-3,4-dihydrospiro[benzo[b][1,4]oxazine-2,1'-cyclopropane]-8-carbonitrile